C(C)(C)(C)OC(=O)N1CC2(CCC(C1)C2)\C=C\C(=O)OCC (E)-1-(3-ethoxy-3-oxoprop-1-en-1-yl)-3-azabicyclo[3.2.1]octane-3-carboxylic acid tert-butyl ester